5-(2-chloro-5-fluorobenzoyl)-6-fluoro-1H-indazole-4-carbonitrile ClC1=C(C(=O)C2=C(C=3C=NNC3C=C2F)C#N)C=C(C=C1)F